FC1(C(N(C2=CC=CC=C12)C)=O)C=1C(N(C2=CC=CC=C2N1)CCC)=O 3-(3-fluoro-1-methyl-2-oxoindol-3-yl)-1-propylquinoxaline-2(1H)-one